FC1=C(C=C(C=C1)CN)C1=CN=CO1 (4-fluoro-3-(oxazol-5-yl)phenyl)methylamine